2-((9-fluoro-5,5-dimethyl-8-(2-oxopyrrolidin-1-yl)-5H-chromeno[4,3-c]pyridin-3-yl)amino)-6,6a,7,8-tetrahydro-9H-pyrido[2,3-b]pyrrolo[1,2-d][1,4]oxazin-9-one FC1=CC2=C(C=C1N1C(CCC1)=O)OC(C1=C2C=NC(=C1)NC1=CC2=C(OCC3N2C(CC3)=O)N=C1)(C)C